COC(=O)C1=NC2=CC=CC=C2C(=C1OCC1=CC=CC=C1)N1CCN(CC1)C (benzyloxy)-4-(4-methylpiperazin-1-yl)quinoline-2-carboxylic acid methyl ester